N1C=NC(=C1)C1=NC(=NC=C1C#N)NC1CCN(CC1)S(=O)(=O)C (1H-imidazol-4-yl)-2-((1-(methylsulfonyl)piperidin-4-yl)amino)pyrimidine-5-carbonitrile